C1(=CC=CC=C1)C(=O)C1=CC=C(C=C1)OCCCCCCCCCCS Phenyl-[4-(10-mercaptodecyloxy)phenyl]ketone